[4-(benzyloxy)phenyl]amine C(C1=CC=CC=C1)OC1=CC=C(C=C1)N